O1C(C1)CN(CC1OC1)CC1OC1 1-(oxiran-2-yl)-N,N-bis(oxiran-2-ylmethyl)methylamine